methyl 3-((1-phenylethyl)thio)propanoate C1(=CC=CC=C1)C(C)SCCC(=O)OC